octyldiethyl-benzylammonium C(CCCCCCC)[N+](CC1=CC=CC=C1)(CC)CC